FC1=C(C=CC(=C1)F)CN(C(=O)NCC=1C=C2N=CC=NC2=CC1)C1CCN(CC1)C 1-[(2,4-difluorophenyl)methyl]-1-(1-methylpiperidin-4-yl)-3-[(quinoxalin-6-yl)methyl]urea